(R)-2-chloro-6,7-dimethoxy-N-(1-(3-nitro-5-(trifluoromethyl)phenyl)ethyl)quinazolin-4-amine ClC1=NC2=CC(=C(C=C2C(=N1)N[C@H](C)C1=CC(=CC(=C1)C(F)(F)F)[N+](=O)[O-])OC)OC